3-bromo-6,8-dihydro-5H-[1,2,4]triazolo[4,3-a]pyrazine-7-carboxylate BrC1=NN=C2N1CCN(C2)C(=O)[O-]